Ethyl 1-methyl-4-(2-((methyl(2-(methylamino)ethyl)amino)methyl)-5,6-dihydro-4H-pyrrolo[1,2-b]pyrazol-3-yl)cyclohexane-1-carboxylate CC1(CCC(CC1)C1=C2N(N=C1CN(CCNC)C)CCC2)C(=O)OCC